1-(5-((4-(difluoromethoxy)phenyl)sulfonyl)-3,4,5,6-tetrahydropyrrolo[3,4-c]pyrrol-2(1H)-yl)-2,2-difluoro-2-phenylethan-1-one FC(OC1=CC=C(C=C1)S(=O)(=O)N1CC2=C(C1)CN(C2)C(C(C2=CC=CC=C2)(F)F)=O)F